methyl 4-((5-((4-bromo-2-cyclopropyl-5-methylphenyl)amino)-1-methyl-1H-pyrazolo[4,3-b]pyridin-3-yl)oxy)-2,2-dimethylcyclohexane-1-carboxylate BrC1=CC(=C(C=C1C)NC1=CC=C2C(=N1)C(=NN2C)OC2CC(C(CC2)C(=O)OC)(C)C)C2CC2